C(CCCCCCCCC)N(C(CCCN(C)C)=O)C(CCCCCCC(=O)OCC(CCCCCCCC)CCCCCC)CCCCCCCCCC 2-Hexyldecyl 8-(N-decyl-4-(dimethylamino)butanamido)-octadecanoate